FC1(CCN(CC1)N1C(C(=CC=C1)NC1=NC=2N(C(=C1)NC)N=CC2C(=O)N[C@H]2[C@H](C2)F)=C=O)F 5-((1-(4,4-difluoropiperidin-1-yl)-2-carbonyl-1,2-dihydropyridin-3-yl)amino)-N-((1R,2S)-2-fluorocyclopropyl)-7-(methylamino)pyrazolo[1,5-a]pyrimidine-3-carboxamide